FC1=C(CN2CCN(CC2)C2=CC=C(C=N2)C2=CC(=CC=3N2C(=CN3)C#N)C=3C=NN(C3)C)C=C(C=C1)F 5-(6-(4-(2,5-difluorobenzyl)piperazin-1-yl)pyridin-3-yl)-7-(1-methyl-1H-pyrazol-4-yl)imidazo[1,2-a]pyridine-3-carbonitrile